N1CCC(CC1)C1=C(C=NC=C1)C#N 4-piperidin-4-ylpyridine-3-carbonitrile